CC1=C(C(NC(=C1)C)=O)CNC(=O)C=1C2=C(N=C(C1)N1CCC(CC1)=O)N(N=C2)C(C)C N-((4,6-dimethyl-2-oxo-1,2-dihydropyridin-3-yl)methyl)-1-isopropyl-6-(4-oxopiperidin-1-yl)-1H-pyrazolo[3,4-b]pyridine-4-carboxamide